C(C1=CC=CC=C1)OC(=O)N1C2CC2COCC1 5-oxa-2-azabicyclo[5.1.0]octane-2-carboxylic acid benzyl ester